6-(4-((6-fluoro-1H-indazol-5-yl)amino)pyrimidin-2-yl)-N-(pyridazin-4-yl)-1H-indole-2-carboxamide FC1=C(C=C2C=NNC2=C1)NC1=NC(=NC=C1)C1=CC=C2C=C(NC2=C1)C(=O)NC1=CN=NC=C1